C(C)(C)(C)C=1C(=C(C=CC1C(C)(C)C)O)C(C)(C)C di-tert-butyl-4-tert-butylphenol